(E)-1-(4-Chloro-2-hydroxyphenyl)-3-(4-chlorophenyl)prop-2-en-1-one ClC1=CC(=C(C=C1)C(\C=C\C1=CC=C(C=C1)Cl)=O)O